N'-(2,6-diisopropylphenyl)dihydroimidazolium chloride [Cl-].C(C)(C)C1=C(C(=CC=C1)C(C)C)[NH+]1CNC=C1